(1R,2R)-2-(4-(trifluoromethyl)phenyl)cyclopropane-1-carboxylic acid 2,5-dioxopyrrolidin-1-yl ester O=C1N(C(CC1)=O)OC(=O)[C@H]1[C@@H](C1)C1=CC=C(C=C1)C(F)(F)F